C(=O)(O)C1=C(C=C(C=C1C(=O)O)OC1=CC=C(C=C1)\C=C\C(C1=CC=CC=C1)=O)C1=C(C(C(=O)O)=CC(=C1)OC1=CC=C(C=C1)\C=C\C(C1=CC=CC=C1)=O)C(=O)O 3-[2,3-Dicarboxy-5-[4-[(E)-3-oxo-3-phenylprop-1-enyl]phenoxy]phenyl]-5-[4-[(E)-3-oxo-3-phenylprop-1-enyl]phenoxy]phthalic acid